COC1=C(C=CC(=C1)C)C1=NNC(C2=C(C=CC=C12)C)=O 4-(2-methoxy-4-methylphenyl)-8-methylphthalazin-1(2H)-one